C(C1=CC=CC=C1)OC=1C=C2CCN3[C@@H](C2=CC1OC)C[C@@H]([C@@H](C3)OC(C)(C)C)O (2S,3R,11bR)-9-(benzyloxy)-3-(tert-butoxy)-10-methoxy-1,3,4,6,7,11b-hexahydro-2H-pyrido[2,1-a]isoquinolin-2-ol